1-(1-(2-(pyrrolidin-1-yl)-4-(trifluoromethyl)benzyl)-1,8-diazaspiro[4.5]-decane-8-carbonyl)-1H-pyrazole-3-carboxamide N1(CCCC1)C1=C(CN2CCCC23CCN(CC3)C(=O)N3N=C(C=C3)C(=O)N)C=CC(=C1)C(F)(F)F